(2R)-2-(methylamino)-3-phenylpropyl (aminocarbonyl)carbamate NC(=O)NC(OC[C@@H](CC1=CC=CC=C1)NC)=O